COC1=C2C(=C(C(OC2=CC=C1)=O)C(=O)C=1C(OC2=CC=CC=C2C1)=O)OC dimethoxy-3,3'-carbonyl-biscoumarin